5-(1-amino-2-ethoxy-2-oxoethyl)-1H-indole-1-carboxylic acid tert-butyl ester C(C)(C)(C)OC(=O)N1C=CC2=CC(=CC=C12)C(C(=O)OCC)N